Cl.Cl.NC1=CC=C(C(=N1)C)CNC([C@H](C)NC([C@@H](CCC1=CC=CC=C1)NCCCC1=CC(=CC=C1)O)=O)=O (R)-N-((S)-1-(((6-Amino-2-methylpyridin-3-yl)methyl)amino)-1-oxopropan-2-yl)-2-((3-(3-hydroxyphenyl)propyl)amino)-4-phenylbutanamide dihydrochloride salt